(4-trifluoromethylphenyl)-3-butyn-2-ol FC(C1=CC=C(C=C1)CC(C#C)O)(F)F